(5R)-5-fluoro-5,6-dihydro-4H-pyrrolo[1,2-c]oxadiazol F[C@@H]1CC=2N(NOC2)C1